2,6-dichlorobenzene-diazonium ClC1=C(C(=CC=C1)Cl)[N+]#N